BrC=1C=C(CCN2CCC(CC2)C(=O)[O-])C=CC1.[Li+] Lithium 1-(3-bromophenethyl)-piperidine-4-carboxylate